C(=C)[SiH2]C=C divinyl-silane